[Na].C(C)NC=1C=CC=CC1C 3-(ethylamino)-4-methyl-benzene sodium